N-[2-methyl-5-(5-methylfuran-2-yl)-[1,2,4]triazolo[1,5-c]pyrimidin-7-yl]cyclobutanecarboxamide CC1=NN2C(=NC(=CC2=N1)NC(=O)C1CCC1)C=1OC(=CC1)C